3-(tripropoxysilyl)propyl-n-undecyldimethyl-ammonium chloride [Cl-].C(CC)O[Si](CCC[N+](C)(C)CCCCCCCCCCC)(OCCC)OCCC